FC1=C(C(=C2C=CNC2=C1)/C=C/S(=O)(=O)N)OC1=CC(=C(C=C1)F)C=1NC(=CN1)C(C)(C)C1=CC=CC=C1 (E)-2-(6-fluoro-5-(4-fluoro-3-(5-(2-phenylpropan-2-yl)-1H-imidazol-2-yl)phenoxy)-1H-indol-4-yl)ethene-1-sulfonamide